FC1=C(C=C(C=C1)N1CCC1)N1N=C2N=CC(=CC2=C1)C1=NC=CC=C1 N-{4-fluoro-3-[5-(pyridin-2-yl)-2H-pyrazolo[3,4-b]pyridin-2-yl]phenyl}azetidine